C1=CC=C(C=2OC3=C(C21)C=CC=C3)P(C3=CC=CC=C3)(C3=CC=CC=C3)=O dibenzofuran-4-yl-diphenyl-phosphine oxide